C1(=CC(=CC=C1)C1=NN(C=C1)CC1=CC(=CC=C1)OC)C1=CC=CC=C1 3-([1,1'-biphenyl]-3-yl)-1-(3-methoxybenzyl)-1H-pyrazole